adamantyl-benzyl alcohol C12(CC3CC(CC(C1)C3)C2)C(C2=CC=CC=C2)O